2-(dodecylthiothiocarbonylthio)-2-methylpropionic acid C(CCCCCCCCCCC)SC(=S)SC(C(=O)O)(C)C